ClC1=C(C=CC=C1C1=C(C(=NC=C1)C1=CC(=C(C=C1)CN1CCC(CC1)O)OC)Cl)C1=CC=C(C(=N1)OC)CN1CCC(CC1)O 1-((6-(2-chloro-3-(3-chloro-2-(4-((4-hydroxypiperidin-1-yl)methyl)-3-methoxyphenyl)pyridin-4-yl)phenyl)-2-methoxypyridin-3-yl)methyl)piperidin-4-ol